C1(=CC=CC2=CC=CC=C12)C1=CC=C(C=C1)N(C=1C=C(C(=CC1)C1=CC=CC=C1)C1=CC=CC=C1)C1=CC=C(C=C1)C1=CC(=CC(=C1)C1=CC=CC=C1)C1=CC=CC=C1 (4-naphthalen-1-yl-phenyl)-(5'-phenyl-[1,1':3',1'']terphenyl-4-yl)-[1,1':2',1'']terphenyl-4'-yl-amine